2-(2,2-dimethoxyethyl)-8-methyl-6-(3-methyl-3-phenylpyrrolidin-1-yl)-[1,2,4]triazolo[1,5-a]pyridine COC(CC1=NN2C(C(=CC(=C2)N2CC(CC2)(C2=CC=CC=C2)C)C)=N1)OC